1-((5-Fluorothien-2-yl)carbamoyl)cyclopropane-1-carboxylic acid methyl ester COC(=O)C1(CC1)C(NC=1SC(=CC1)F)=O